3-((2-(4-(2-(3,4-dimethoxyphenyl)-3-isopropyl-1H-indol-5-yl)-5,6-dihydropyridin-1(2H)-yl)-2-oxoethyl)(methyl)amino)propionic acid COC=1C=C(C=CC1OC)C=1NC2=CC=C(C=C2C1C(C)C)C1=CCN(CC1)C(CN(CCC(=O)O)C)=O